N(=C=O)CCCC1C(CCCC1)N=C=O 2-(3-isocyanatopropyl)cyclohexyl isocyanate